(11alpha)-11,17-dihydroxypregna-1,4-diene-3,20-dione O[C@H]1[C@@H]2[C@]3(C=CC(C=C3CC[C@H]2[C@@H]2CC[C@](C(C)=O)([C@]2(C1)C)O)=O)C